C(C)(C)(C)OC(=O)N1[C@@H](CNC[C@@H]1C)C.FC(C=1C=C(C=CC1O)C(C)(CC)C1=CC(=C(C=C1)O)C(F)(F)F)(F)F 2,2-bis(3-trifluoromethyl-4-hydroxyphenyl)butane (2R,6S)-tert-butyl-2,6-dimethylpiperazine-1-carboxylate